6-(((S)-tetrahydrofuran-3-yl)oxy)pyrido[3,4-d]pyrimidin-8(7H)-one O1C[C@H](CC1)OC1=CC2=C(N=CN=C2)C(N1)=O